N-((3R,4S)-1-(5-(6-ethoxy-1H-pyrazolo[3',4':3,4]pyrazolo[1,5-a]pyridin-4-yl)-pyridin-2-yl)-3-hydroxypiperidin-4-yl)-5-fluoro-2-methylbenzamide C(C)OC=1C=C(C=2N(C1)N=C1C2C=NN1)C=1C=CC(=NC1)N1C[C@H]([C@H](CC1)NC(C1=C(C=CC(=C1)F)C)=O)O